OC1=C(C=CC=C1)C1=CC(=CN=N1)N1CCC(CC1)(C(=O)OC)C1=CC=CC=C1 methyl 1-(6-(2-hydroxyphenyl)pyridazin-4-yl)-4-phenylpiperidine-4-carboxylate